4-[3-amino-1-(isoquinolin-6-ylamino)-1-oxopropan-2-yl]Benzyl succinate C(CCC(=O)[O-])(=O)OCC1=CC=C(C=C1)C(C(=O)NC=1C=C2C=CN=CC2=CC1)CN